4,4-difluoro-2-(4-fluorophenyl)-N-[4-(5-methyl-4-oxo-3-phenyl-4,5-dihydro-1H-pyrrolo[3,2-c]pyridin-2-yl)pyridin-2-yl]butanamide FC(CC(C(=O)NC1=NC=CC(=C1)C1=C(C=2C(N(C=CC2N1)C)=O)C1=CC=CC=C1)C1=CC=C(C=C1)F)F